(15R)-5-({2-chloro-5H,6H,7H,8H,9H-pyrimido[4,5-d]azepin-4-yl}oxy)-15-methyl-11-thia-3,6,14,17-tetraazatetracyclo[8.8.0.02,7.012,18]octadeca-1(10),2(7),3,5,8,12(18)-hexaen-13-one ClC=1N=C(C2=C(CCNCC2)N1)OC=1C=NC=2C=3C=4NC[C@H](NC(C4SC3C=CC2N1)=O)C